ClC1=CC2=C(N=N1)N(C=C2)CCN2CC(CC2)=O 1-(2-{3-Chloro-7H-pyrrolo[2,3-c]pyridazin-7-yl}ethyl)pyrrolidin-3-one